9-((2R,4S,5R)-4-(benzyloxy)-5-((benzyloxy)methyl)-5-(2-methylprop-1-en-1-yl)tetrahydrofuran-2-yl)-2-fluoro-9H-purin-6-amine C(C1=CC=CC=C1)O[C@H]1C[C@@H](O[C@]1(C=C(C)C)COCC1=CC=CC=C1)N1C2=NC(=NC(=C2N=C1)N)F